CC1=C(C(=CC(=C1)C)C)N1C(N(CC1)C1=C(C=C(C=C1C)C)C)=[Ru](=CC1=CC=CC=C1)(Cl)Cl [1,3-bis(2,4,6-trimethylphenyl)imidazolin-2-ylidene](dichloro)(phenylmethylene)ruthenium